BrC1=CNC2=C(C=CC=C12)N1C(CN(CC1)C(=O)OC(C)(C)C)=O tert-Butyl 4-(3-bromo-1H-indol-7-yl)-3-oxopiperazine-1-carboxylate